BrC1=C(C(=C2C(=NC=NC2=C1)O)F)Cl 7-bromo-6-chloro-5-fluoroquinazolin-4-ol